O=C1N(CC=C1)C(C(=O)N)CC 2-(2-oxo-2,5-dihydro-1H-pyrrol-1-yl)butanamide